C1=CC=CC=2NC(C3=C(CC21)C=CC=C3)CN3C(C2=CC=CC=C2C3=O)=O 2-((6,11-Dihydro-5H-dibenzo[b,e]azepin-6-yl)methyl)isoindoline-1,3-dione